(3,4,5-trimethoxyphenyl)-1H-imidazol COC=1C=C(C=C(C1OC)OC)N1C=NC=C1